OC1(CC1)C1=NNC(=N1)C1CC2(CN(C2)C(=O)N2CC3(C2)CC(C3)CC3=NC=C(C=C3)S(=O)(=O)C(F)(F)F)C1 [6-[3-(1-hydroxycyclopropyl)-1H-1,2,4-triazol-5-yl]-2-azaspiro[3.3]heptan-2-yl]-[6-[(5-triflyl-2-pyridyl)methyl]-2-azaspiro[3.3]heptan-2-yl]methanone